(R)-3-(1-(5-chloro-4-fluoro-2-(methylthio)-8,9-dihydro-10H-7-oxa-1,3,6,10-tetraazacyclohepta[de]naphthalen-10-yl)ethyl)-N,N-bis(4-methoxybenzyl)pyrazin-2-amine ClC1=C(C=2N=C(N=C3C2C(=N1)OCCN3[C@H](C)C=3C(=NC=CN3)N(CC3=CC=C(C=C3)OC)CC3=CC=C(C=C3)OC)SC)F